(6aR-trans)-6a,7,10,10a-tetrahydro-6,6,9-trimethyl-3-pentyl-6H-dibenzo[b,d]pyran-1-ol CC1([C@H]2[C@H](C3=C(O1)C=C(C=C3O)CCCCC)CC(=CC2)C)C